NC=1N=C(SC1C(=O)C1=CC(=NO1)OC1CCC(CC1)(F)F)N(C1=CC=C(C=C1)F)C(C(=O)N)C (N-[4-Amino-5-[3-(4,4-difluorocyclohexoxy)isoxazol-5-carbonyl]thiazol-2-yl]-4-fluoroanilino)propanamid